CC1(CCCC1)C=CC#N (2Z)- and (2E)-3-(1-Methylcyclopentyl)acrylonitrile